4,6-dimethoxy-1,3,5-triazin-2-ol COC1=NC(=NC(=N1)OC)O